1,1'-Bis(diphenylphosphino)ferrocene Bismuth-tin-antimony [Sb].[Sn].[Bi].C1(=CC=CC=C1)P([C-]1C=CC=C1)C1=CC=CC=C1.[C-]1(C=CC=C1)P(C1=CC=CC=C1)C1=CC=CC=C1.[Fe+2]